3,9-bis[2-[3-(3-t-butyl-4-hydroxy-5-methylphenyl)propionyloxy]-1,1-dimethylethyl]-2,4,8,10-tetraoxaspiro[5.5]Undecan C(C)(C)(C)C=1C=C(C=C(C1O)C)CCC(=O)OCC(C)(C)C1OCC2(CO1)COC(OC2)C(COC(CCC2=CC(=C(C(=C2)C)O)C(C)(C)C)=O)(C)C